5-iodo-1,2,4-trimethylbenzene IC=1C(=CC(=C(C1)C)C)C